NC1=NC=C2N(C(N(C2=N1)[C@@H]1O[C@@H]([C@H]([C@H]1O)F)CO)=O)CC(=O)NO 2-(2-Amino-9-((2R,3S,4S,5R)-4-fluoro-3-hydroxy-5-(hydroxymethyl)tetrahydrofuran-2-yl)-8-oxo-8,9-dihydro-7H-purin-7-yl)-N-hydroxyacetamid